(2R,4S)-4-(3-(1H-pyrazol-1-yl)phenyl)-N-((S)-1-(((6-amino-2-methylpyridin-3-yl)methyl)amino)-1-oxoprop-2-yl)piperidine-2-carboxamide dihydrochloride Cl.Cl.N1(N=CC=C1)C=1C=C(C=CC1)[C@@H]1C[C@@H](NCC1)C(=O)N[C@H](C(=O)NCC=1C(=NC(=CC1)N)C)C